CNC(C1=C(C=CC=C1)C1=CC=C2C(=CN(C2=C1)C1OCCCC1)\C=C\C1=NC=C(C=C1)OCC1N(CCC1)C)=S N-methyl-2-[3-[(E)-2-[5-[(1-methylpyrrolidin-2-yl)methoxy]-2-pyridinyl]vinyl]-1-tetrahydropyran-2-ylindol-6-yl]thiobenzamide